(S)-1-(4-(pyrazolo[1,5-a]pyridin-2-yl)-6,7-dihydro-1H-imidazo[4,5-c]pyridin-5(4H)-yl)-2-(4-(trifluoromethyl)thiazol-2-yl)ethanone N1=C(C=C2N1C=CC=C2)[C@H]2N(CCC1=C2N=CN1)C(CC=1SC=C(N1)C(F)(F)F)=O